FC(C1=CC=C(C=C1)C=1C2=C(N=C(N1)CNC(C=C)=O)N=CC=C2)(F)F N-((4-(4-(trifluoromethyl)phenyl)pyrido[2,3-d]pyrimidin-2-yl)methyl)acrylamide